ClC1=C(C=CC(=C1)C(F)(F)F)NC(CN1C=2N(C(C(=C1CC)N1CCN(CC1)C(C1=NC=CC=C1O)=O)=O)N=C(N2)C=2CCOCC2)=O N-(2-chloro-4-(trifluoromethyl)phenyl)-2-(2-(3,6-dihydro-2H-pyran-4-yl)-5-ethyl-6-(4-(3-hydroxypicolinoyl)piperazin-1-yl)-7-oxo-[1,2,4]triazolo[1,5-a]pyrimidin-4(7H)-yl)acetamide